N-(2-cyclohexyl-4-(2,5-difluorophenyl)pyridin-3-yl)-2-isopropylpyrimidine-5-carboxamide C1(CCCCC1)C1=NC=CC(=C1NC(=O)C=1C=NC(=NC1)C(C)C)C1=C(C=CC(=C1)F)F